C12(CC(C1)C2)CNC(=O)C=2N=C(SC2Br)C2=C(C=CC=C2)F N-(bicyclo[1.1.1]pentan-1-ylmethyl)-5-bromo-2-(2-fluorophenyl)thiazole-4-carboxamide